O=C1NC(CCC1N1CCC2=C(C=CC=C12)N1CC(C1)OC(NC)=O)=O [1-[1-(2,6-dioxo-3-piperidyl)indolin-4-yl]azetidin-3-yl]-N-methyl-carbamate